[Cl-].[Cl-].C[SiH](C)[Zr+2](C1=C2C=C(CC2=CC=C1)C)C1=C2C=C(CC2=CC=C1)C rac-dimethylsilyldi(2-methyl-4-indenyl)zirconium dichloride